fluoro-N2-(indazol-6-yl)-2,4-pyrimidinediamine FC=1C(=NC(=NC1)NC1=CC=C2C=NNC2=C1)N